Cl.C1(=CC=CC=C1)C(C(=O)OC(C)(C)C)=C tert-butyl phenylpropenoate hydrochloride